[Tb].N1C(C=CC2=CC=CC=C12)=O quinolone terbium